ClC=1C(=C(C=CC1)C1C(NC(C1(C#N)C1=C(C=C(C=C1)Cl)F)CC(C)(C)C)C(=O)NC1=C(C=C(C(=O)O)C=C1)OC)F 4-(3-(3-chloro-2-fluorophenyl)-4-(4-chloro-2-fluorophenyl)-4-cyano-5-neopentylpyrrolidine-2-carboxamido)-3-methoxybenzoic acid